(3-hydroxypropyl)triphenylphosphonium chloride [Cl-].OCCC[P+](C1=CC=CC=C1)(C1=CC=CC=C1)C1=CC=CC=C1